ClC=1C=CC2=C(N=C(O2)C23CC(C2)(C3)NC(=O)C=3OC(=CC3)S(=O)(=N)CC3COC3)C1 N-[3-(5-chloro-1,3-benzoxazol-2-yl)-1-bicyclo[1.1.1]pentanyl]-5-(oxetan-3-ylmethylsulfonimidoyl)furan-2-carboxamide